FC=1C=C2C(=NN(C2=CC1C1CCN(CC1)C(=O)OC(C)(C)C)C)I tert-butyl 4-(5-fluoro-3-iodo-1-methyl-1H-indazol-6-yl)piperidine-1-carboxylate